benzo[b]pyrrolidine N1C2=C(CC1)C=CC=C2